C/C(=C/C(=O)NC1=CC=CC=C1)/C=C/C=C(/C=C/C1=C(C(=CCC1(C)C)C=1C=NC=CC1)C)\C (2Z,4E,6E,8E)-3,7-dimethyl-N-phenyl-9-(2,6,6-trimethyl-3-(pyridin-3-yl)cyclohexa-1,3-dien-1-yl)nona-2,4,6,8-tetraenamide